N[C@@H](CCC(=O)O)C(=O)N[C@@H](CS)C(=O)NCC(=O)O L-Glutamyl-L-cysteinylglycin